2-(4,6-diphenyl-1,3,5-triazin-2-yl)-5-[2-(2-ethylhexanoyloxy)ethoxy]Phenol C1(=CC=CC=C1)C1=NC(=NC(=N1)C1=CC=CC=C1)C1=C(C=C(C=C1)OCCOC(C(CCCC)CC)=O)O